C(#N)C1=CC=C(C=C1)C1N(CC2=CC=C(C=C12)NCCO)C#N (4-cyanophenyl)-6-((2-hydroxyethyl)amino)isoindoline-2-carbonitrile